ClC1=CC(=NC=C1)C(C#C[Si](C(C)C)(C(C)C)C(C)C)(OC)OC [3-(4-chloro-2-pyridinyl)-3,3-dimethoxy-prop-1-ynyl]-triisopropyl-silane